(2S,4R)-4-fluoro-1-[2-(4-methyl-1H-pyrazol-1-yl)acetyl]-N-[(S)-phenyl[4-(propan-2-yl)phenyl]methyl]pyrrolidine-2-carboxamide F[C@@H]1C[C@H](N(C1)C(CN1N=CC(=C1)C)=O)C(=O)N[C@H](C1=CC=C(C=C1)C(C)C)C1=CC=CC=C1